CN(C1=CC=C(C(=O)NC2=CC=NC=C2)C=C1)C 4-(dimethylamino)-N-(pyridin-4-yl)benzamide